1-(2-((3-((S)-1-amino-2-((1S,3S,5S)-3-cyano-2-azabicyclo[3.1.0]hexane-2-yl)-2-oxoethyl)adamantan-1-yl)oxy)ethyl)piperidine-4-carboxylic acid N[C@H](C(=O)N1[C@H]2C[C@H]2C[C@H]1C#N)C12CC3(CC(CC(C1)C3)C2)OCCN2CCC(CC2)C(=O)O